2-{[6-(trifluoromethyl)pyridin-3-yl]oxy}acetamide FC(C1=CC=C(C=N1)OCC(=O)N)(F)F